tert-butyl 3-((2,2,2-trifluoro-N-(2-(naphthalen-2-yl)ethyl)acetamido)methyl)azetidine-1-carboxylate FC(C(=O)N(CCC1=CC2=CC=CC=C2C=C1)CC1CN(C1)C(=O)OC(C)(C)C)(F)F